C(C)(=O)C1=CC(=C2C(CCO2)=C1C(=O)OC)C1=CC=C(C=C1)OC(F)(F)F methyl 5-acetyl-7-(4-(trifluoromethoxy)phenyl)-2,3-dihydrobenzofuran-4-carboxylate